3-(4-hydroxy-3,5-dimethoxyphenyl)propane-1,2-diol OC1=C(C=C(C=C1OC)CC(CO)O)OC